ClC=1C(=CC(=C(C1)S(=O)(=O)NC=1SC=CN1)F)N[C@@H](C)C1=C(C=CC(=C1)Cl)F (S)-5-chloro-4-((1-(5-chloro-2-fluorophenyl)ethyl)amino)-2-fluoro-N-(thiazol-2-yl)benzenesulfonamide